2,2'-methylenebis(6-(2H-benzotriazole-2-yl)-4-(1,1,3,3-tetramethylbutyl)-phenol) C(C1=C(C(=CC(=C1)C(CC(C)(C)C)(C)C)N1N=C2C(=N1)C=CC=C2)O)C2=C(C(=CC(=C2)C(CC(C)(C)C)(C)C)N2N=C1C(=N2)C=CC=C1)O